2-(1-(3-chlorophenyl)cyclopropyl)-5,6,7,8-tetrahydropyrido[4,3-d]pyrimidin-4(3H)-one ClC=1C=C(C=CC1)C1(CC1)C=1NC(C2=C(N1)CCNC2)=O